N-[(4-bromo-3-nitro-phenyl)methyl]-N-(4,4-difluoro-1,1-dioxo-3,4-dihydro-2H-1λ6-benzothiopyran-8-yl)-2-methylpyrimidine-5-carboxamide BrC1=C(C=C(C=C1)CN(C(=O)C=1C=NC(=NC1)C)C1=CC=CC=2C(CCS(C21)(=O)=O)(F)F)[N+](=O)[O-]